tert-butyl 4-oxo-2-(1-(4-(pyridin-3-yl)thiophen-2-yl)cyclopropyl)-3,5,7,8-tetrahydropyrido[4,3-d]pyrimidine-6(4H)-carboxylate O=C1C2=C(N=C(N1)C1(CC1)C=1SC=C(C1)C=1C=NC=CC1)CCN(C2)C(=O)OC(C)(C)C